C(C1=CC=CC=C1)OC1=CC(=NC2=CC=NC(=C12)Cl)C=1C(=NC=C(C1C)C(F)(F)F)OC1=C(C(=C(C=C1)F)F)C 4-benzyloxy-5-chloro-2-[2-(3,4-difluoro-2-methyl-phenoxy)-4-methyl-5-(trifluoromethyl)-3-pyridinyl]-1,6-naphthyridine